OCC1(CCN(CC1)C(=O)OC(C)(C)C)C(F)(F)F Tert-butyl 4-(hydroxymethyl)-4-(trifluoromethyl)piperidine-1-carboxylate